NC1=CN(NC(=C1N(C)C)Cl)C1=CC(=CC=C1)OCOC 4-amino-6-chloro-5-(dimethylamino)-2-(3-(methoxymethoxy)phenyl)pyridazin